(1R,4R,5S)-2-benzyl-4-(3-nitrophenoxy)-2-azabicyclo[3.2.1]octane C(C1=CC=CC=C1)N1[C@@H]2CC[C@H]([C@H](C1)OC1=CC(=CC=C1)[N+](=O)[O-])C2